(3-butyl-cyclopentadienyl)zirconium dichloride [Cl-].[Cl-].C(CCC)C1=CC(C=C1)[Zr+2]